3-(2-chloro-3-(1,4-benzodioxan-6-yl)anilino)-1-methylpyrazolo[4,5-b]pyridin ClC1=C(NC2=NN(C=3C2=NC=CC3)C)C=CC=C1C1=CC3=C(OCCO3)C=C1